BrC=1C=C(C2=C(N=C(O2)C2CC2)C1)C(=O)OC methyl 5-bromo-2-cyclopropylbenzo[d]oxazole-7-carboxylate